(1S)-1-[6-bromo-4-fluoro-1-(propan-2-yl)-1H-benzimidazol-2-yl]ethan-1-ol BrC=1C=C(C2=C(N(C(=N2)[C@H](C)O)C(C)C)C1)F